BrC1=CC2=C(OC(CO2)C=2C=CC(=NC2)OC)C(=C1)OC 5-(6-bromo-8-methoxy-2,3-dihydrobenzo[b][1,4]dioxin-2-yl)-2-methoxypyridine